(3R,4S)-3-cyclopropyl-1-[3-fluoro-6-(1-methylpyrazol-4-yl)pyrazolo[1,5-a]pyrazin-4-yl]-4-methyl-2-oxopyrrolidine-3-carbonitrile C1(CC1)[C@]1(C(N(C[C@H]1C)C=1C=2N(C=C(N1)C=1C=NN(C1)C)N=CC2F)=O)C#N